C(C=C)(=O)N1CCC2C1CN(CC2)C2=C1C(=C(NC1=C(C=C2F)C(=O)N)C)Cl 4-(1-acryloyloctahydro-6H-pyrrolo[2,3-c]pyridin-6-yl)-3-chloro-5-fluoro-2-methyl-1H-indole-7-carboxamide